((2R,3S,4R,5R)-5-(2-chloro-6-(cyclopentylamino)-9H-purin-9-yl)-3,4-dihydroxytetrahydrofuran-2-yl)methyl hydrogen ((hydroxy(methoxy)phosphoryl) methyl)phosphonate OP(=O)(OC)CP(OC[C@H]1O[C@H]([C@@H]([C@@H]1O)O)N1C2=NC(=NC(=C2N=C1)NC1CCCC1)Cl)(O)=O